BrC=1C=C(C=C(C1)I)[C@H](CC(=O)O)NC(CNC(=O)C1=CC(=C2C=NNC2=C1)NC=1NCC(CN1)F)=O (3S)-3-(3-bromo-5-iodophenyl)-3-(2-(4-((5-fluoro-1,4,5,6-tetrahydropyrimidin-2-yl)amino)-1H-indazole-6-carboxamido)acetamido)propanoic acid